2-cinnamoyl-2,7-diazaspiro[3.5]nonane-7-carboxylic acid tert-butyl ester C(C)(C)(C)OC(=O)N1CCC2(CN(C2)C(C=CC2=CC=CC=C2)=O)CC1